N1=CN(C2=NC=CC=C21)[C@@H]2C[C@@H](CCC2)NC2=NC=C(C(=N2)C=2N=CNC2)C#N 2-(((1R,3S)-3-(3H-imidazo[4,5-b]pyridin-3-yl)cyclohexyl)amino)-4-(1H-imidazol-4-yl)pyrimidine-5-carbonitrile